NC1=CC(=NC=C1C)C(=O)OC methyl 4-amino-5-methyl-pyridine-2-carboxylate